[N+](=O)([O-])C=1C=C(C=CC1NCC1CN(C1)C1COC1)S(=O)(=O)NC(C1=C(C=CC=C1)OC=1C=C2C(=NC1)NC=C2)=O N-[(3-nitro-4-{[(1-oxetan-3-ylazetidin-3-yl)methyl]amino}phenyl)sulfonyl]-2-(1H-pyrrolo[2,3-b]pyridin-5-yloxy)benzamide